NC1=NC(=NC=C1C1CC1)C1=C(C=C2C(N(C=NC2=C1)CCC[C@H](C)NC=1C=NNC(C1C(F)(F)F)=O)=O)F 7-(4-amino-5-cyclopropyl-pyrimidin-2-yl)-6-fluoro-3-[(4S)-4-[[6-oxo-5-(trifluoromethyl)-1H-pyridazin-4-yl]amino]pentyl]quinazolin-4-one